C(CCCC)C(C=O)=CC1=CC=CC=C1 α-n-amyl-cinnamaldehyde